C(C=C)(=O)NC1=CC=C(C=C1)C1=C2N(N=C1)C(=C(N2)C2=CC=C(C=C2)OC2=CC=CC=C2)C(=O)N 7-(4-acrylamidophenyl)-2-(4-phenoxyphenyl)-1H-imidazo[1,2-b]Pyrazole-3-carboxamide